ClC=1C=CC(=C(C1)N1CC(N(CC1=O)C(C(=O)NC1=CC2=CN(N=C2C=C1)C)CC=1C=NN(C1)C)=O)N1N=NC(=C1)Cl 2-(4-(5-chloro-2-(4-chloro-1H-1,2,3-triazol-1-yl)phenyl)-2,5-dioxopiperazin-1-yl)-3-(1-methyl-1H-pyrazol-4-yl)-N-(2-methyl-2H-indazol-5-yl)propanamide